(7R,14R)-11-(3-chloro-4-(dimethylphosphoryl)phenyl)-1-(difluoromethoxy)-6-(methyl-d3)-6,7-dihydro-7,14-methanobenzo[f]benzo[4,5]imidazo[1,2-a][1,4]diazocin-5(14H)-one ClC=1C=C(C=CC1P(=O)(C)C)C1=CC2=C(N=C3N2[C@H]2C4=C(C(N([C@@H]3C2)C([2H])([2H])[2H])=O)C=CC=C4OC(F)F)C=C1